NC1=NN2C(C(N1)=O)=CN=C2C2COCC2 2-amino-7-(tetrahydrofuran-3-yl)imidazo[5,1-f][1,2,4]triazin-4(3H)-one